C(C)N1C[C@@H](CCC1)NC=1N=NC(=C(N1)C)C1=C(C=C(C=C1)C(F)(F)F)O 2-[3-[[(3R)-1-Ethyl-3-piperidyl]amino]-5-methyl-1,2,4-triazin-6-yl]-5-(trifluoromethyl)phenol